5-bromo-1-((1-methyl-1H-imidazol-4-yl)methyl)indolin-2-one BrC=1C=C2CC(N(C2=CC1)CC=1N=CN(C1)C)=O